CN(C)C N,N-dimethylmethanamin